2-((S)-1-(((S)-aziridin-2-yl)methyl)-4-(7-(8-methylnaphthalen-1-yl)-2-(((S)-1-methylpyrrolidin-2-yl)methoxy)-5,6,7,8-tetrahydropyrido[3,4-d]pyrimidin-4-yl)piperazin-2-yl)acetonitrile N1[C@@H](C1)CN1[C@H](CN(CC1)C=1C2=C(N=C(N1)OC[C@H]1N(CCC1)C)CN(CC2)C2=CC=CC1=CC=CC(=C21)C)CC#N